NC1=C(C=C(C=C1)C1=CN(C=2N=CN=C(C21)N)C2CC2)CO (2-amino-5-(4-amino-7-cyclopropyl-7H-pyrrolo[2,3-d]pyrimidin-5-yl)phenyl)methanol